(ethylenedioxy)diethanol C(OCCO)COCCO